ClC=1C(=C(CN2CCN(CC2)C)C=C(C1)[N+](=O)[O-])C 1-(3-chloro-2-methyl-5-nitrobenzyl)-4-methylpiperazine